[C@H]12COC[C@@H]2C1NC1=NC=CC(=C1)CN1C(N(C(C1(C)C)=O)C1=CC2=C(S(CC2)(=O)=O)C=C1)=O 1-((2-(((1R,5S,6r)-3-oxabicyclo[3.1.0]hexan-6-yl)amino)pyridin-4-yl)methyl)-3-(1,1-dioxido-2,3-dihydrobenzo[b]thiophen-5-yl)-5,5-dimethylimidazolidine-2,4-dione